2-(chlorocarbonyloxy)-N,N,N-trimethyl-ethyl-ammonium chloride [Cl-].ClC(=O)OCC[N+](C)(C)C